C(C)OC(=O)C1=NC=C(C=C1C(=O)OCC)C(Br)Br 5-dibromomethylpyridine-2,3-dicarboxylic acid diethyl ester